6-methyl-7-(1-(tetrahydro-2H-pyran-4-yl)-1H-pyrazol-4-yl)imidazo[1,2-b]pyridazine CC=1C(=CC=2N(N1)C=CN2)C=2C=NN(C2)C2CCOCC2